C(C)(C)(C)C=1C=C(CN2CN(C=C2)C)C=C(C1O)C(C)(C)C 1-(3,5-di-tert-butyl-4-hydroxybenzyl)-3-methylimidazole